6-[[3-(trifluoromethylsulfonyl)phenyl]methyl]-2-azaspiro[3.4]octane-2-carboxylic acid tert-butyl ester C(C)(C)(C)OC(=O)N1CC2(C1)CC(CC2)CC2=CC(=CC=C2)S(=O)(=O)C(F)(F)F